ClC1=C2C(=NC=C1OC=1C=NN3C1C=NC=C3)N=C(N2C)NC2=CC(=CC(=C2)C(F)(F)F)O[C@H]2CN(CC2)C (R)-7-chloro-1-methyl-N-(3-((1-methylpyrrolidin-3-yl)oxy)-5-(trifluoromethyl)phenyl)-6-(pyrazolo[1,5-a]pyrazin-3-yloxy)-1H-imidazo[4,5-b]pyridin-2-amine